C(CCCCCCCCCCC)OS(=O)(=O)C1=CC=CC=C1.[Ti] titanium dodecylbenzenesulphonate